FC1([C@@H]([C@@H](NC[C@@H]1C)C)CNS(=O)(=O)C)F N-(((2s,3r,5s)-4,4-difluoro-2,5-dimethylpiperidin-3-yl)methyl)methanesulfonamide